5-[(1R)-1-(3,5-dichloro-4-pyridyl)ethoxy]-3-[6-(4-methylsulfonyl-piperazin-1-yl)-3-pyridyl]-1H-indazole ClC=1C=NC=C(C1[C@@H](C)OC=1C=C2C(=NNC2=CC1)C=1C=NC(=CC1)N1CCN(CC1)S(=O)(=O)C)Cl